2-fluoro-N-((2S)-3-methyl-1-(9-methyl-10-oxo-7-phenyl-3,9-diazaspiro[5.5]undecan-3-yl)-1-oxobutan-2-yl)-5-(trifluoromethyl)benzamide FC1=C(C(=O)N[C@H](C(=O)N2CCC3(CC2)C(CN(C(C3)=O)C)C3=CC=CC=C3)C(C)C)C=C(C=C1)C(F)(F)F